(S)- and (R)-4-(2-((2-(1-methyl-1H-indol-3-yl)-2-oxo-1-phenylethyl)amino)ethyl)benzenesulfonamide CN1C=C(C2=CC=CC=C12)C([C@H](C1=CC=CC=C1)NCCC1=CC=C(C=C1)S(=O)(=O)N)=O |r|